C(C1=CC=CC=C1)OC(=O)N[C@H](C(=O)N[C@@H](CCC(=O)OC(C)(C)C)C(=O)NC1=C(C=CC=C1)F)CC(=O)OC(C)(C)C tert-Butyl (S)-4-((S)-2-(((benzyloxy)carbonyl)amino)-4-(tert-butoxy)-4-oxobutanamido)-5-((2-fluorophenyl)amino)-5-oxopentanoate